FC=1C=CC(=C(C1)NC1=CC(=NC=C1)C)[N+](=O)[O-] N-(5-fluoro-2-nitrophenyl)-2-methylpyridin-4-amine